ClC1=CC=C(C=C1)C=1C(C(=CN(C1C)C)C(=O)OCC)=O ethyl 5-(4-chlorophenyl)-1,6-dimethyl-4-oxo-pyridine-3-carboxylate